C12(CC3CC(CC(C1)C3)C2)C=2C=C(C=C3C(C=C(OC23)C2=CC=C(C(=O)NO)C=C2)=O)O 4-(8-(adamantan-1-yl)-6-hydroxy-4-oxo-4H-chromen-2-yl)-N-hydroxybenzoamide